CC=1C=C2C3=C(N(C2=CC1)C)C=1C=C2C(=CC1C3)C(CCC2(C)C)(C)C 2,5,7,7,10,10-Hexamethyl-5,7,8,9,10,12-hexahydrobenzo[5,6]indeno[1,2-b]indole